COC(NCC1=CC(=NC(=C1)N1N=C(C=C1)CF)NC1CCC(CC1)(F)F)=O methyl((2-((4,4-difluorocyclohexyl)amino)-6-(3-(fluoromethyl)-1H-pyrazol-1-yl)pyridin-4-yl)methyl)carbamate